CC=1C=C(C=C(C1)C)C1=C(C(=NC(=C1N1C2=CC=C(C=C2C=2C=C(C=CC12)C1=CC=CC=C1)C1=CC=CC=C1)N1C2=CC=C(C=C2C=2C=C(C=CC12)C1=CC=CC=C1)C1=CC=CC=C1)N1C2=CC=C(C=C2C=2C=C(C=CC12)C1=CC=CC=C1)C1=CC=CC=C1)N1C2=C(C3=CC=CC=C13)C=CN=C2 9-(4-(3,5-dimethylphenyl)-2,5,6-tris(3,6-diphenyl-9H-carbazol-9-yl)pyridin-3-yl)-9H-pyrido[3,4-b]indole